2-(4-chlorophenyl)-N-[4-(3,4-dimethoxyphenyl)iso-propylAzol-5-yl]-2-prop-2-ynyloxyacetamide ClC1=CC=C(C=C1)C(C(=O)NC1=C(C=C(N1)C(C)C)C1=CC(=C(C=C1)OC)OC)OCC#C